N-methyl-methanimine CN=C